ClC1=NC(=NC=N1)C1=CN(C2=CC=CC=C12)C1CC1 3-(4-chloro-1,3,5-triazin-2-yl)-1-cyclopropyl-1H-indole